(E)-5-(tert-butyl)-N-(4-(3-(4-(4-(3-fluoroazetidin-1-yl)but-2-enoyl)piperazin-1-yl)pyridin-4-yl)-2-methylbenzyl)-1,2,4-oxadiazole-3-carboxamide C(C)(C)(C)C1=NC(=NO1)C(=O)NCC1=C(C=C(C=C1)C1=C(C=NC=C1)N1CCN(CC1)C(\C=C\CN1CC(C1)F)=O)C